[O-]C1=CC=CC=C1.[O-]C1=CC=CC=C1.[O-]C1=CC=CC=C1.[Na+].[Na+].[Na+] sodium triphenoxide